(2S,4R)-1-[(2S)-2-(4-cyclopropyltriazol-1-yl)-3,3-dimethyl-butanoyl]-N-[[3-fluoro-4-(2-methylimidazol-1-yl)phenyl]methyl]-4-hydroxy-pyrrolidine-2-carboxamide C1(CC1)C=1N=NN(C1)[C@H](C(=O)N1[C@@H](C[C@H](C1)O)C(=O)NCC1=CC(=C(C=C1)N1C(=NC=C1)C)F)C(C)(C)C